N=1C=CN2N=CC(=CC21)OC(C(C)(O)C)C 3-imidazo[1,2-b]pyridazin-7-yloxy-2-methyl-butan-2-ol